N-((1S)-1-{[((1S)-3-chloro-2-oxo-1-{[(3S)-2-oxopyrrolidin-3-yl]methyl}propyl)amino]carbonyl}-3-methylbutyl)-4-methoxy-1H-indole-2-carboxamide ClCC([C@H](C[C@H]1C(NCC1)=O)NC(=O)[C@H](CC(C)C)NC(=O)C=1NC2=CC=CC(=C2C1)OC)=O